C(#N)C(CCC(=O)O)(C)S(=O)(=O)C(=S)S(=O)(=O)CCC 4-cyano-4-(propylsulfonylthiocarbonyl)sulfonylvaleric acid